C(N)(OC1=C(C=C(C=C1)C)C)=O 2,4-dimethylphenyl carbamate